2-(6,7-dihydro-5H-pyrrolo[1,2-c]imidazol-1-yl)-2-[4-fluoro-6-[2-methyl-4-(4-piperidinyl)phenyl]-1-oxo-isoindolin-2-yl]-N-thiazol-2-yl-acetamide hydrochloride Cl.C1(=C2N(C=N1)CCC2)C(C(=O)NC=2SC=CN2)N2C(C1=CC(=CC(=C1C2)F)C2=C(C=C(C=C2)C2CCNCC2)C)=O